1H,4H,5H-pyrrolo[3,2-c]pyridin N1C=CC=2CNC=CC21